[Si](C)(C)(C(C)(C)C)OCCC/C=C/[C@H](CCC(F)(F)F)N[S@@](=O)C(C)(C)C (S)-N-((S,E)-9-((tert-butyldimethylsilyl)oxy)-1,1,1-trifluoronon-5-en-4-yl)-2-methylpropane-2-sulfinamide